C1(CCCCC1)C=1C(=C(C(=O)O)C=CC1)N.C(C=1C(N)=CC=CC1)(=O)OC1CCCCC1 cyclohexyl anthranilate (cyclohexyl 2-aminobenzoate)